C1(CCCC1)NC=1C2=C(N=CN1)OC(=C2C=2C=CC(=C(C2)NC(C=C)=O)N(C)CCN(C)C)C2=CC=CC=C2 N-{5-[4-(Cyclopentylamino)-6-phenylfuro[2,3-d]pyrimidin-5-yl]-2-[(2-(dimethylamino)ethyl)(methyl)amino]phenyl}prop-2-enamide